C(#N)C=1C=C(C=C(C1)F)[C@H](C)NC(=O)C=1C=NC2=C(N=C(C=C2C1N1CCNC2(CC2)CC1)C)OC N-[(S)-1-(3-cyano-5-fluorophenyl)ethyl]-4-(4,7-diaza-7-spiro[2.6]nonyl)-8-methoxy-6-methyl-1,7-diaza-3-naphthamide